C(C)C(CS(=O)CC(CCCC)CC)CCCC di(2-ethylhexyl) sulfoxide